FC1(CCC(CC1)C1=C(NC2=CC=CC=C12)C(=O)NC[C@@H](C(CCNC(OC(C)(C)C)=O)O)NC(OC(C)(C)C)=O)F di-tert-butyl ((4S)-5-(3-(4,4-difluorocyclohexyl)-1H-indole-2-carboxamido)-3-hydroxypentane-1,4-diyl)dicarbamate